8-cyclopropyl-imidazodiazepine C1(CC1)N1CN=C2C=CC=NN=C21